6',6'''-(((di-t-butylsilanediyl)bis(methylene))bis(oxy))bis(3-(3,6-di-t-butyl-9H-carbazol-9-yl)-3'-fluoro-5-(2,4,4-trimethylpentan-2-yl)-[1,1'-biphenyl]-2-ol) C(C)(C)(C)[Si](COC1=CC=C(C=C1C=1C(=C(C=C(C1)C(C)(CC(C)(C)C)C)N1C2=CC=C(C=C2C=2C=C(C=CC12)C(C)(C)C)C(C)(C)C)O)F)(COC1=CC=C(C=C1C=1C(=C(C=C(C1)C(C)(CC(C)(C)C)C)N1C2=CC=C(C=C2C=2C=C(C=CC12)C(C)(C)C)C(C)(C)C)O)F)C(C)(C)C